4-(4-(((tert-butyldimethylsilyl)oxy)methyl)thiazol-2-yl)morpholine [Si](C)(C)(C(C)(C)C)OCC=1N=C(SC1)N1CCOCC1